tert-butyl 7-(2,4-dioxotetrahydropyrimidin-1(2H)-yl)spiro[chroman-3,4'-piperidine]-1'-carboxylate O=C1N(CCC(N1)=O)C1=CC=C2CC3(CCN(CC3)C(=O)OC(C)(C)C)COC2=C1